O[C@H]1[C@@H](O[C@@H]([C@H]1O)CO)C=1C(CC(N(C1)CNCC=C(C)C)=O)=O 5-((2S,3R,4S,5R)-3,4-dihydroxy-5-(hydroxymethyl)tetrahydrofuran-2-yl)-1-(((3-methylbut-2-ene-1-yl)amino)methyl)pyridine-2,4(1H,3H)-dione